NC=1C(=NC(=C(N1)C1=CC(=C(C=C1)F)F)C=1C=CC=2N(C1)C(=CN2)C)C(=O)NC[C@@H]2N(CCC2)C 3-amino-5-(3,4-difluorophenyl)-6-[3-methylimidazo[1,2-a]pyridin-6-yl]-N-[[(2R)-1-methylpyrrolidin-2-yl]methyl]pyrazine-2-carboxamide